FC=1C=C(C=NC1)[C@@H](O)C12CCC(CC1)(N2)C (R)-(5-fluoro-3-pyridyl)(4-methyl-7-azabicyclo[2.2.1]hept-1-yl)methanol